C(C=C)(=O)N1[C@H]([C@H](CCC1)NS(=O)(=O)C)CO[C@H]1C[C@H](CC1)C1=CC(=CC=C1)OCC=C N-((2R,3S)-1-acryloyl-2-((((1R,3S)-3-(3-(allyloxy)phenyl)cyclopentyl)oxy)methyl)-piperidin-3-yl)methanesulfonamide